COC1=CC=C(N=N1)C1CCN(CC1)C(=O)OC(C)(C)C tert-butyl 4-(6-methoxypyridazin-3-yl)piperidine-1-carboxylate